S(OC1=CC=C2CCN(C(C2=C1)=O)C1C(NC(CC1)=O)=O)(=O)(=O)F 2-(2,6-dioxopiperidin-3-yl)-1-oxo-1,2,3,4-tetrahydroisoquinolin-7-yl sulfurofluoridate